2-[4,7-bis[2-(t-butoxy)-2-oxoethyl]-1,4,7-triazacyclononan-1-yl]acetic acid C(C)(C)(C)OC(CN1CCN(CCN(CC1)CC(OC(C)(C)C)=O)CC(=O)O)=O